C(=O)(OC(C)(C)C)NCCCCCCCCCCC(=O)O 11-(Boc-amino)undecanoic acid